5-(8-fluoro-2-methylimidazo[1,2-a]pyridin-6-yl)-2-(3,3,3-trifluoropropyl)-7H-pyrrolo[2,3-d]pyrimidine FC=1C=2N(C=C(C1)C1=CNC=3N=C(N=CC31)CCC(F)(F)F)C=C(N2)C